[(3-chlorophenyl)methyl]-1-[5-(5-fluoro-2-methoxypyridin-4-yl)-1-(oxan-2-yl)pyrazole-3-carbonyl]piperidine-4-carboxamide ClC=1C=C(C=CC1)CC1N(CCC(C1)C(=O)N)C(=O)C1=NN(C(=C1)C1=CC(=NC=C1F)OC)C1OCCCC1